1-(acridin-9-yl)-4-amino-2-oxo-7-(trifluoromethyl)-1,2-dihydroquinoline-3-carboxylic acid methyl ester COC(=O)C=1C(N(C2=CC(=CC=C2C1N)C(F)(F)F)C=1C2=CC=CC=C2N=C2C=CC=CC12)=O